[N+](=O)([O-])C1=CC=C(C=C1)S(=O)(=O)N1C=CC=2C1=CN=CC2C2=CC=C(C#N)C=C2 4-{1-[(4-nitrophenyl)sulfonyl]-1H-pyrrolo[2,3-c]pyridine-4-yl}benzonitrile